5-bromo-2-(4-methoxybenzyl)-2H-1,2,3-triazole-4-carboxylic acid BrC=1C(=NN(N1)CC1=CC=C(C=C1)OC)C(=O)O